CC1(OB(OC1(C)C)C1=CC=C(C=C1)NC(OC1=CC=CC=C1)=O)C phenyl (4-(4,4,5,5-tetramethyl-1,3,2-dioxaborolan-2-yl)phenyl)carbamate